Decahydro-6-(phosphonomethyl)3-isoquinolinecarboxylic acid P(=O)(O)(O)CC1CC2CC(NCC2CC1)C(=O)O